COC1=C(C=CC=C1OC)CN[C@H](C(=O)O)CCC(C)(C)C (2S)-2-{[(2,3-dimethoxyphenyl)methyl]amino}-5,5-dimethylhexanoic acid